5-iodo-1-vinylindoline-2,3-dione IC=1C=C2C(C(N(C2=CC1)C=C)=O)=O